1,3-dimethyl-2-heptyl-imidazolinium C[NH+]1C(N(CC1)C)CCCCCCC